C(C)(C)(C)OC(=O)N1C(C(C(C1)(C(F)(F)F)C)=O)=CN(C)C 2-((dimethylamino)methylene)-4-methyl-3-oxo-4-(trifluoromethyl)pyrrolidine-1-carboxylic acid tert-butyl ester